F[C@@H]1[C@@]2(CCC[C@H](C[C@H]1OC1=CC=C(N=N1)C1=C(C=C(C=C1)C1=NC=CC(N1C)=O)O)N2C)C 2-(4-(6-(((1S,2R,3R,5R)-2-fluoro-1,9-dimethyl-9-azabicyclo[3.3.1]nonan-3-yl)oxy)pyridazin-3-yl)-3-hydroxyphenyl)-3-methylpyrimidin-4(3H)-one